CC1(COC1)CO 3-methyl-3-oxetane-methanol